(5-(1-(2-(4-chlorophenyl)acetyl)-piperidin-4-yl)-3-hydroxy-pyridine-2-carbonyl)glycine methyl ester COC(CNC(=O)C1=NC=C(C=C1O)C1CCN(CC1)C(CC1=CC=C(C=C1)Cl)=O)=O